2'-((3-(pyridin-4-yl)-1H-pyrazol-4-yl)amino)spiro[cyclopropane-1,5'-pyrrolo[2,3-d]pyrimidin]-6'(7'H)-one N1=CC=C(C=C1)C1=NNC=C1NC=1N=CC2=C(N1)NC(C21CC1)=O